p-nitrobenzylcarbamate [N+](=O)([O-])C1=CC=C(CNC([O-])=O)C=C1